S1C(=NC2=C1C=CC=C2)NC2=C(C=C(N=N2)N(C=2SC(=C(N2)C(=O)O)CCCOC2=C(C=C(C=C2)C#CCNC)F)CCCCCO)C 2-[[6-(1,3-Benzothiazol-2-ylamino)-5-methyl-pyridazin-3-yl]-(5-hydroxypentyl)amino]-5-[3-[2-fluoro-4-[3-(methylamino)prop-1-ynyl]phenoxy]propyl]thiazole-4-carboxylic acid